piperazine-1,2,4-tricarboxylic acid 1-benzyl 4-(tert-butyl) 2-methyl ester COC(=O)C1N(CCN(C1)C(=O)OC(C)(C)C)C(=O)OCC1=CC=CC=C1